2-fluoro-6-iodo-N-(1-methyl-1H-1,2,3-triazol-4-yl)-N-((2-(trimethylsilyl)ethoxy)methyl)benzamide FC1=C(C(=O)N(COCC[Si](C)(C)C)C=2N=NN(C2)C)C(=CC=C1)I